tert-butyl (3R)-3-[(7-hydroxy-1,8-naphthyridin-3-yl)oxy]pyrrolidine-1-carboxylate OC1=CC=C2C=C(C=NC2=N1)O[C@H]1CN(CC1)C(=O)OC(C)(C)C